S1C(CCC1)C1=CC=C(C=C1)S(=O)(=O)Cl 4-(tetrahydro-2-thienyl)benzenesulfonyl chloride